(R)-1-(7-(4-Fluorobenzoyl)-8-methyl-3-(3-methyl-1,2,4-thiadiazol-5-yl)-5,6,7,8-Tetrahydroimidazo[1,5-a]pyrazin-1-yl)pyrrolidin-2-one-3,3,4,4,5,5-d6 FC1=CC=C(C(=O)N2[C@@H](C=3N(CC2)C(=NC3N3C(C(C(C3([2H])[2H])([2H])[2H])([2H])[2H])=O)C3=NC(=NS3)C)C)C=C1